[Si](C1=CC=CC=C1)(C1=CC=CC=C1)(C(C)(C)C)OCC(CC1=C(NC2=CC=C(C=C12)C#N)I)(C)C 3-[3-[(tert-butyldiphenylsilyl)oxy]-2,2-dimethylpropyl]-2-iodo-1H-indole-5-carbonitrile